BENZODIOXABOREPIN O1OBC=CC2=C1C=CC=C2